rac-(1r,2r,4s,5r,6s)-N-(2-cyano-5-(trifluoromethyl)phenyl)-6-hydroxy-4-(1-methyl-3-(trifluoromethyl)-1H-pyrazol-4-yl)-8-oxatricyclo[3.2.1.02,4]octane-2-carboxamide C(#N)C1=C(C=C(C=C1)C(F)(F)F)NC(=O)[C@]12[C@H]3C[C@@H]([C@@H]([C@@]2(C1)C=1C(=NN(C1)C)C(F)(F)F)O3)O |r|